C(C)(C)(C)OC(=O)N(C1CCN(CC1)C1=C(C(=C(C(=O)OC)C=C1)[N+](=O)[O-])O)C1CC1 methyl 4-[4-[tert-butoxycarbonyl(cyclopropyl)amino]-1-piperidyl]-3-hydroxy-2-nitro-benzoate